[Si](C)(C)(C(C)(C)C)ON1[C@@H]2C=C([C@H](N(C1=O)C2)C(=O)NOC[C@H]2N(CCC2)C(=O)OC(C)(C)C)C tert-butyl (2S)-2-[[[(2S,5R)-6-[tert-butyl(dimethyl)silyl]oxy-3-methyl-7-oxo-1,6-diazabicyclo[3.2.1]oct-3-ene-2-carbonyl]amino]oxymethyl]pyrrolidine-1-carboxylate